N-[5-[5-[2-[[(3S)-5,5-Difluoro-3-piperidyl]amino]pyrimidin-4-yl]-2-methyl-thiazol-4-yl]oxy-4-methyl-2-pyridyl]-1,1-difluoro-methanesulfonamide FC1(C[C@@H](CNC1)NC1=NC=CC(=N1)C1=C(N=C(S1)C)OC=1C(=CC(=NC1)NS(=O)(=O)C(F)F)C)F